(l)-2-(4-isobutylphenyl)propionic acid C(C(C)C)C1=CC=C(C=C1)C(C(=O)O)C